C1N(CCC12CNCC2)CC2CCN(CC2)C=2C=C1C(N(C(C1=CC2)=O)C2C(NC(CC2)=O)=O)=O 5-[4-(2,7-diazaspiro[4.4]nonan-2-ylmethyl)-1-piperidyl]-2-(2,6-dioxo-3-piperidyl)isoindoline-1,3-dione